CC(C(=O)O)CCCC(CCCC(C)C)C 2,6,10-trimethyl-undecanoic acid